endo-diketopiperazine O=C1C(NCCN1)=O